2-(2-(2-aminoethoxy)ethoxy)acetate NCCOCCOCC(=O)[O-]